N-(6-{[6-(5-chloro-2-fluorophenyl)-3-{methyl[(3-methyl-2-oxooxolan-3-yl)methyl]amino}pyridazin-4-yl]amino}pyrimidin-4-yl)-3-(3,5-dimethylpiperazin-1-yl)cyclobutane-1-carboxamide ClC=1C=CC(=C(C1)C1=CC(=C(N=N1)N(CC1(C(OCC1)=O)C)C)NC1=CC(=NC=N1)NC(=O)C1CC(C1)N1CC(NC(C1)C)C)F